FC1=CC=C(C=C1)NC([C@@H](C)C=1C=C2CCCN(C2=CC1)C(=O)NC(C)C)=O 6-{(2S)-1-[(4-fluorophenyl)amino]-1-oxopropan-2-yl}-N-(propan-2-yl)-3,4-dihydroquinoline-1(2H)-carboxamide